N-(2-((1r,3r,5r,7r)-adamantan-2-ylamino)ethyl)-5-(4-chloro-phenyl)-1-(6-methoxypyridin-3-yl)-4-methyl-1H-pyrazole-3-carboxamide C12C(C3CC(CC(C1)C3)C2)NCCNC(=O)C2=NN(C(=C2C)C2=CC=C(C=C2)Cl)C=2C=NC(=CC2)OC